2-(2,6-Dioxopiperidin-3-yl)-4-((2-(4-(6-(6-((R)-2-(3-fluorophenyl)pyrrolidin-1-yl)imidazo[1,2-b]pyridazin-3-yl)pyridin-2-yl)piperazin-1-yl)-2-oxoethyl)amino)isoindoline-1,3-dione O=C1NC(CCC1N1C(C2=CC=CC(=C2C1=O)NCC(=O)N1CCN(CC1)C1=NC(=CC=C1)C1=CN=C2N1N=C(C=C2)N2[C@H](CCC2)C2=CC(=CC=C2)F)=O)=O